FC1(C(=O)OC1C)F α,α-difluoro-β-butyrolactone